C(#N)C(CCC(=O)O)(C)SC(=S)SCCCCCCCCCCCC 4-cyano-4-[[(dodecylthio)thioformyl]thio]pentanoic acid